5-[5-methyl-5H-pyrido[4,3-b]indol-7-yl]-2-[(1r,3r)-3-[[1-(2-bromopyridin-4-yl)piperidin-4-yl]oxy]cyclobutoxy]pyridine CN1C2=C(C=3C=CC(=CC13)C=1C=CC(=NC1)OC1CC(C1)OC1CCN(CC1)C1=CC(=NC=C1)Br)C=NC=C2